C(C)(C)(C)OC(=O)N1C[C@H](CC1)[C@@H](C(=O)OC(C)(C)C)CC1=CC(=CC=C1)CO (3R)-3-[(1S)-2-tert-butoxy-1-[[3-(hydroxymethyl)phenyl]methyl]-2-oxo-ethyl]pyrrolidine-1-carboxylic acid tert-butyl ester